tert-butyl ((2S)-1-cyano-1-hydroxy-3-((S)-2-oxopyrrolidin-3-yl)propan-2-yl)carbamate C(#N)C([C@H](C[C@H]1C(NCC1)=O)NC(OC(C)(C)C)=O)O